C1CCC(C1)OC(=O)ON2C(=O)CCC2=O N-(Cyclopentyloxycarbonyloxy)succinimide